2-([1,1'-biphenyl]-3-yl)-4-(3'-bromo-[1,1'-biphenyl]-3-yl)-6-phenyl-1,3,5-triazine C1(=CC(=CC=C1)C1=NC(=NC(=N1)C=1C=C(C=CC1)C1=CC(=CC=C1)Br)C1=CC=CC=C1)C1=CC=CC=C1